1-((1S,6R,7S)-3-(7-(8-chloronaphthalen-1-yl)-2-(((S)-1-methylpyrrolidin-2-yl)methoxy)-5,6,7,8-tetrahydropyrido[3,4-d]pyrimidin-4-yl)-3-azabicyclo[4.1.0]heptan-7-yl)prop-2-en-1-one ClC=1C=CC=C2C=CC=C(C12)N1CC=2N=C(N=C(C2CC1)N1C[C@@H]2[C@H]([C@@H]2CC1)C(C=C)=O)OC[C@H]1N(CCC1)C